CCCCCCCCCCCCCCCCCCCCCCCCCC.[I] iodine hexacosane